(E)-1-(2-(1,2-bis(4-methoxyphenyl)vinyl)-2'-(diphenylphosphino)-[1,1'-biphenyl]-4-yl)ethan-1-one COC1=CC=C(C=C1)/C(=C\C1=CC=C(C=C1)OC)/C1=C(C=CC(=C1)C(C)=O)C1=C(C=CC=C1)P(C1=CC=CC=C1)C1=CC=CC=C1